N-(4-fluoro-3-methylphenyl)-1,2,4-trimethyl-5-(2-((4-methyl-1,1-dioxidotetrahydro-2H-thiopyran-4-yl)amino)-2-oxoacetyl)-1H-pyrrole-3-carboxamide FC1=C(C=C(C=C1)NC(=O)C1=C(N(C(=C1C)C(C(=O)NC1(CCS(CC1)(=O)=O)C)=O)C)C)C